FC=1C=C(C(=N)N)C=CC1F 3,4-difluorobenzamidine